CN(C(=O)[C@H]1CN(CCC1)C(C(C=O)C1=CC=C2C(=CC(OC2=C1)=O)C1=C(C=CC=C1)C)=O)C (3R)-N,N-dimethyl-1-[2-[4-(o-tolyl)-2-oxo-chromen-7-yl]oxopropionyl]piperidine-3-carboxamide